C1(=CC=C(C=C1)NC1=CC=2C(C3=CC=CC=C3C2C=C1Br)(C)C)C1=CC=CC=C1 N-([1,1'-biphenyl]-4-yl)-3-bromo-9,9-dimethyl-9H-fluoren-2-amine